COC1=CC=C(C=C1)CNCC1=CC(=NC=C1)N1CCCCC1 1-(4-methoxyphenyl)-N-[[2-(1-piperidinyl)-4-pyridinyl]methyl]-methanamine